ClC1=CC=C(C(=N1)C(=O)O)N[C@H](C)C1=C2N=C(C(=NC2=CC(=C1)C)C#N)N1CCN(CC1)C1=NC=C(C=N1)C#N (R)-6-chloro-3-((1-(2-cyano-3-(4-(5-cyanopyrimidin-2-yl)piperazin-1-yl)-7-methylquinoxalin-5-yl)ethyl)amino)picolinic acid